2-(2-methylbenzylidene)1,3-indenedione CC1=C(C=C2C(C3=CC=CC=C3C2=O)=O)C=CC=C1